N-[(1S)-5-[2-(2-aminopyridin-3-yl)-5-phenylimidazo[4,5-b]pyridin-3-yl]-2,3-dihydro-1H-inden-1-yl]-6-(benzyloxy)-5-(1,3-dioxolan-2-yl)isoquinolin-1-amine NC1=NC=CC=C1C1=NC=2C(=NC(=CC2)C2=CC=CC=C2)N1C=1C=C2CC[C@@H](C2=CC1)NC1=NC=CC2=C(C(=CC=C12)OCC1=CC=CC=C1)C1OCCO1